ClC=1C=C(C=CC1Cl)C(C)=O 1-(3,4-dichlorophenyl)ethanone